F[C@@H]1CN(CC1)C1=NC=CC(=C1C1=NC2=C(N1)C[C@H](CC2)OC)C2=CC=CC=C2 (S)-2-(2-((S)-3-fluoropyrrolidin-1-yl)-4-phenylpyridin-3-yl)-6-methoxy-4,5,6,7-tetrahydro-1H-benzo[d]imidazole